trans-N-(4-((6-chloropyridin-3-yl)oxy)cyclohexyl)-4-(4-chlorophenoxy)-2,2-dimethylbutanamide ClC1=CC=C(C=N1)O[C@@H]1CC[C@H](CC1)NC(C(CCOC1=CC=C(C=C1)Cl)(C)C)=O